(S)-1-[(R)-1-[6-({4-[2-Amino-6-(m-cyanophenyl)-4-pyrimidinyl]-1H-1,2,3-triazol-1-yl}methyl)-2-pyridyl]ethyl]-2-pyrrolidinecarboxylic acid NC1=NC(=CC(=N1)C=1N=NN(C1)CC1=CC=CC(=N1)[C@@H](C)N1[C@@H](CCC1)C(=O)O)C1=CC(=CC=C1)C#N